(2R,4R)-6-chloro-4-hydroxy-N-[3-(4-{[(2S)-1-(trifluoromethoxy)propan-2-yl]oxy}-1H-pyrazol-1-yl)bicyclo[1.1.1]pentan-1-yl]-3,4-dihydro-2H-1-benzopyran-2-carboxamide ClC=1C=CC2=C([C@@H](C[C@@H](O2)C(=O)NC23CC(C2)(C3)N3N=CC(=C3)O[C@H](COC(F)(F)F)C)O)C1